(R)-4-(((R)-1-(3-(1,1-difluoro-2-hydroxy-2-methylpropyl)-2-fluorophenyl)ethyl)amino)-8-(2-methoxyethyl)-2,6,8-trimethyl-6,8-dihydro-7H-pyrrolo[2,3-g]quinazolin-7-one FC(C(C)(C)O)(F)C=1C(=C(C=CC1)[C@@H](C)NC1=NC(=NC2=CC3=C(C=C12)N(C([C@]3(C)CCOC)=O)C)C)F